(R)-4-(7-fluoro-imidazo[1,2-a]pyridin-3-yl)-7-((5-(3-hydroxy-3-(morpholino-methyl)piperidin-1-yl)pyridin-2-yl)amino)isoindolin-1-one FC1=CC=2N(C=C1)C(=CN2)C2=C1CNC(C1=C(C=C2)NC2=NC=C(C=C2)N2C[C@@](CCC2)(CN2CCOCC2)O)=O